6-chloro-3-(((R)-1-(3,6-dimethyl-2-((1R*,5S*)-1-(2-methylpyrimidin-5-yl)-3-azabicyclo[3.1.0]hexan-3-yl)-4-oxo-3,4-dihydroquinazolin-8-yl)ethyl)amino)-N-(methylsulfonyl)picolinamide ClC1=CC=C(C(=N1)C(=O)NS(=O)(=O)C)N[C@H](C)C=1C=C(C=C2C(N(C(=NC12)N1C[C@@]2(C[C@@H]2C1)C=1C=NC(=NC1)C)C)=O)C |o1:29,31|